FC1=CC=C(C=N1)C1=C(C=C(C=C1)C)N1CCC(CC1)C=1N(C(=NN1)N)C 5-(1-(2-(6-fluoropyridin-3-yl)-5-methylphenyl)piperidin-4-yl)-4-methyl-4H-1,2,4-triazol-3-amine